(E)-N-[1-(2-nitrophenyl)-1H-pyrrol-2-yl-allylidenamino]-guanidine nitrate [N+](=O)(O)[O-].[N+](=O)([O-])C1=C(C=CC=C1)N1C(=CC=C1)C=CC=NN\C(=N\[H])\N